NC(CNC(N)=S)(C)C 3-(2-amino-2-methylpropyl)thiourea